N-(3-benzyloxetan-3-yl)-1-(3-(4-methoxyphenyl)-1,2,4-oxadiazol-5-yl)piperidine-4-carboxamide C(C1=CC=CC=C1)C1(COC1)NC(=O)C1CCN(CC1)C1=NC(=NO1)C1=CC=C(C=C1)OC